7-fluoro-5-(6-(((R)-1-phenylethyl)amino)-6,7,8,9-tetrahydrodibenzo[b,d]furan-2-yl)isoindolin FC=1C=C(C=C2CNCC12)C1=CC2=C(OC3=C2CCCC3N[C@H](C)C3=CC=CC=C3)C=C1